1,1-bis(tert-butyldioxy)-3,3,5-trimethylcyclohexane C(C)(C)(C)OOC1(CC(CC(C1)C)(C)C)OOC(C)(C)C